O=C(C(=O)[O-])C=CCCC(=O)[O-] 2-oxo-hept-3-enedioate